6-Methoxy-8-(4-(trifluoromethyl)phenyl)quinoline-3-carboxylic acid COC=1C=C2C=C(C=NC2=C(C1)C1=CC=C(C=C1)C(F)(F)F)C(=O)O